NCC=1C=C(C=CC1)[C@@H]1C2=C(N(C([C@H]1NC(=O)C=1N=C(SC1)C(F)(F)F)=O)CC)N(N=C2)C2=CC=CC=C2 N-((4R,5S)-4-(3-(aminomethyl)phenyl)-7-ethyl-6-oxo-1-phenyl-4,5,6,7-tetrahydro-1H-pyrazolo[3,4-b]pyridin-5-yl)-2-(trifluoromethyl)thiazole-4-carboxamide